((2S,3R,6R)-2,6-Dimethyl-3-(((5-(trifluoromethyl)pyrimidin-2-yl)amino)methyl)morpholino)(4-(5-fluoropyrimidin-2-yl)-1,5-dimethyl-1H-pyrazol-3-yl)methanone C[C@@H]1O[C@@H](CN([C@@H]1CNC1=NC=C(C=N1)C(F)(F)F)C(=O)C1=NN(C(=C1C1=NC=C(C=N1)F)C)C)C